C(C)(C)(C)O[Si](OC(C)=O)(OC(C)=O)OC(C)(C)C di(tert-butoxy)diacetoxysilane